2-{[6-((1,1-difluoro-6-azaspiro[2.5]octan-6-yl)methyl)imidazo[1,2-a]pyridin-2-yl]methyl}-5-(7-oxa-2-azaspiro[3.5]nonan-2-yl)-1,2-dihydro-2,7-naphthyridin-1-one FC1(CC12CCN(CC2)CC=2C=CC=1N(C2)C=C(N1)CN1C(C2=CN=CC(=C2C=C1)N1CC2(C1)CCOCC2)=O)F